Tert-butyl (1R,5S)-3-(6-chloro-3-cyano-1-methyl-2-oxo-1,2-dihydro-1,5-naphthyridin-4-yl)-3,8-diazabicyclo[3.2.1]octane-8-carboxylate ClC=1N=C2C(=C(C(N(C2=CC1)C)=O)C#N)N1C[C@H]2CC[C@@H](C1)N2C(=O)OC(C)(C)C